[phenyl-(m-tolyl)amino]triphenylamine C1(=CC=CC=C1)N(C=1C=C(C=CC1)C)C1=C(C=CC=C1)N(C1=CC=CC=C1)C1=CC=CC=C1